N,N,N'-tris(2-hydroxypropyl) ethylenediamine sulfamate S(N)(O)(=O)=O.OC(CN(CCNCC(C)O)CC(C)O)C